(S)-8-((5-(Chloromethyl)pyridin-3-yl)methoxy)-7-methoxy-2-(4-methoxyphenyl)-1,10,11,11a-tetrahydro-5H-benzo[e]pyrrolo[1,2-a][1,4]diazepin-5-one ClCC=1C=C(C=NC1)COC=1C(=CC2=C(NC[C@H]3N(C2=O)C=C(C3)C3=CC=C(C=C3)OC)C1)OC